N-(1-(3,4,5-trimethoxyphenyl)-1H-imidazol-4-yl)isoquinolin-3-amine COC=1C=C(C=C(C1OC)OC)N1C=NC(=C1)NC=1N=CC2=CC=CC=C2C1